(5Z)-5-[[4-(4-Pyridinyl)-6-quinolinyl]methylene]-2,4-thiazolidinedione N1=CC=C(C=C1)C1=CC=NC2=CC=C(C=C12)\C=C/1\C(NC(S1)=O)=O